C(CCCCC)C1(C2=CC(=CC=C2C=2C=CC(=CC12)C1=C2C=CC=CC2=C(C2=CC=CC=C12)N(C1=CC=C(C=C1)C=C)C1=CC=CC=C1)C1=C2C=CC=CC2=C(C2=CC=CC=C12)N(C1=CC=CC=C1)C1=CC=C(C=C1)C=C)CCCCCC 10,10'-(9,9-dihexyl-9H-fluorene-2,7-diyl)bis(N-phenyl-N-(4-vinylphenyl)anthracen-9-amine)